CN1C[C@H]([C@@H](CC1)NC=1N=C(C(=NC1CC1=CC=C(C=C1)F)C(=O)N)C)C 5-((Trans-1,3-dimethylpiperidin-4-yl)amino)-6-(4-fluorophenylmethyl)-3-methylpyrazine-2-carboxamide